FC(C=1C=C(C(=O)NC(C)C2=NC=CN=C2C=C)C=C(C1)C(F)(F)F)(F)F 3,5-bis(trifluoromethyl)-N-[1-(3-vinylpyrazin-2-yl)ethyl]benzamide